NC1=NC2=CC=C(C=C2C=C1C)C(=O)N(CC1=NC=C(C=C1)C(F)(F)F)CC1=CC2=C(NC(O2)=O)C=C1 2-amino-3-methyl-N-((2-oxo-2,3-dihydro-1,3-benzoxazol-6-yl)methyl)-N-((5-(trifluoromethyl)-2-pyridinyl)methyl)-6-quinolinecarboxamide